COC(=O)C1=C(C(=NN1)C)I 4-iodo-3-methyl-1H-pyrazole-5-Carboxylic acid methyl ester